NC1=NC=C(C=C1C1(COC1)O)Cl 3-(2-amino-5-chloropyridin-3-yl)oxetan-3-ol